FC(C1=CC=C(C=C1)C=1N=NC(=C2C1N=CC=C2)N[C@H]2[C@@H](CNC2)CO)(F)F ((3R,4S)-4-((8-(4-(trifluoromethyl)phenyl)pyrido[2,3-d]pyridazin-5-yl)amino)pyrrolidin-3-yl)methanol